N-(4-methoxybenzyl)-N-methyl-3-(2-methyl-5-((8-(trifluoromethyl)imidazo[1,5-a]pyridin-3-yl)amino)pyridin-3-yl)-1,6-naphthyridin-7-amine COC1=CC=C(CN(C2=NC=C3C=C(C=NC3=C2)C=2C(=NC=C(C2)NC2=NC=C3N2C=CC=C3C(F)(F)F)C)C)C=C1